methyl 5-(2-{[(tert-butoxy)carbonyl]amino}ethyl)-4H,5H,6H-thieno[2,3-c]pyrrole-2-carboxylate C(C)(C)(C)OC(=O)NCCN1CC2=C(C1)C=C(S2)C(=O)OC